(3R,3'R)-1'-benzyl-3'-(benzyloxy)-2H-spiro[isoquinoline-3,4'-piperidine]-1(4H)-one C(C1=CC=CC=C1)N1C[C@H]([C@@]2(CC1)NC(C1=CC=CC=C1C2)=O)OCC2=CC=CC=C2